C1(C=CC=CC=C1)C#CCN(S(=O)(=O)C1=CC=C(C=C1)C)CC#CC1=CC=CC2=CC=CC=C12 N-[3-(cyclohepta-2,4,6-trienyl)prop-2-ynyl]-4-methyl-N-[3-(naphthalen-1-yl)prop-2-ynyl]benzenesulfonamide